C(C1=CC=CC=C1)N1CCCN(CCN(CCC1)CC=1C(=C(C=C(C1)C)C(=O)NCP(O)(O)=O)O)CC=1C(=C(C=C(C1)C)C(=O)NCP(O)(O)=O)O {(8-benzyl-1,4,8-triazacycloundecane-1,4-diyl)bis[methylene(2-hydroxy-5-methyl-3,1-phenylene)carbonylazanediylmethylene]}bis(phosphonic acid)